s-triazine-2,4,6(1H,3H,5H)trione N1C(NC(NC1=O)=O)=O